4-Bromoaminoindanol BrNC1=C2CCC(C2=CC=C1)O